C1(=CC=CC=C1)C1=CC(=NS1)C1=CC=C(C=C1)C 5-phenyl-3-(p-tolyl)isothiazole